2,5-bis([1,1'-biphenyl]-4-yl)naphtho[1,2-b:4,3-b']dithiophene C1(=CC=C(C=C1)C1=CC2=C(S1)C1=CC=CC=C1C=1SC(=CC12)C1=CC=C(C=C1)C1=CC=CC=C1)C1=CC=CC=C1